ClC1=CC(=C(C=N1)C1=CC=C(C=C1)CCN)OC=1N(N=C(C1)C1=NC=CC=C1)C 2-[4-[6-chloro-4-(2-methyl-5-pyridin-2-ylpyrazol-3-yl)oxypyridin-3-yl]phenyl]ethanamine